glycerol trilaurate monostearate C(CCCCCCCCCCCCCCCCC)(=O)O.C(CCCCCCCCCCC)(=O)O.C(CCCCCCCCCCC)(=O)O.C(CCCCCCCCCCC)(=O)O.OCC(O)CO